FC1=C(C=C(C=C1)N(C(=O)C1N(NC(C1)=O)C1=NC(=CC(=C1)C(F)(F)F)F)C)C N-(4-fluoro-3-methylphenyl)-2-(6-fluoro-4-(trifluoromethyl)pyridin-2-yl)-N-methyl-5-oxopyrazolidine-3-carboxamide